5-(benzyloxy)-2-methyl-N-((tetrahydro-2H-pyran-4-yl)methyl)benzofuran-3-carboxamide C(C1=CC=CC=C1)OC=1C=CC2=C(C(=C(O2)C)C(=O)NCC2CCOCC2)C1